NC=1N=CC=C2C(=CN=CC12)NC(C(N1[C@H](CC[C@@H](C1)C)C=1C=CC2=C(N=C(S2)[C@H]2CC(N(CC2)C)(C)C)C1)=O)=O N-(8-amino-2,7-naphthyridin-4-yl)-2-oxo-2-[(2R,5S)-5-methyl-2-[2-[(4R)-1,2,2-trimethyl-4-piperidyl]-1,3-benzothiazol-5-yl]-1-piperidyl]acetamide